[Ta].[Ba] barium-tantalum